N1CCC(CC1)C(C)NC=1C=C(C=CC1C(F)(F)F)C1=NNC(O1)=O 5-[3-{[1-(Piperidin-4-yl)ethyl]amino}-4-(trifluoromethyl)phenyl]-1,3,4-oxadiazol-2(3H)-one